FC1=CC=C(C=C1)C(/C=C/C=O)(O)C1=CC=C(C=C1)F (E)-4,4-bis(4-fluorophenyl)-4-hydroxy-2-butenal